(3S,4R)-tert-butyl 4-((2-(3-(5-amino-1-ethyl-1H-pyrazole-4-carboxamido)prop-1-yn-1-yl)-3-(2,2,2-trifluoroethyl)pyrazolo[1,5-a]pyridin-7-yl)amino)-3-fluoropiperidine-1-carboxylate NC1=C(C=NN1CC)C(=O)NCC#CC1=NN2C(C=CC=C2N[C@H]2[C@H](CN(CC2)C(=O)OC(C)(C)C)F)=C1CC(F)(F)F